N-(1-benzyl-1,3-dimethyl-but-3-enyl)-7,8-difluoro-quinoline C(C1=CC=CC=C1)C(CC(=C)C)(C)N1CC=CC2=CC=C(C(=C12)F)F